OC1=C(C=C(C=C1)C(C=1C=C(C(=CC1)O)O)C1=CC(=C(C=C1)O)C)C 4-[bis(4-hydroxy-3-methylphenyl)methyl]benzene-1,2-diol